BrC1=CN=CC=2C(CCCC12)=O 4-bromo-6,7-dihydroisoquinolin-8(5H)-one